OC1=NC(=NN2C1=C(C(=C2)C2=NN(C=C2)C)C(=O)O)C=2N(C=CN2)C 4-hydroxy-2-(1-methyl-1H-imidazol-2-yl)-6-(1-methyl-1H-pyrazol-3-yl)pyrrolo[2,1-f][1,2,4]triazine-5-carboxylic acid